methyl 4-(1-aminocyclopropyl)-benzoate NC1(CC1)C1=CC=C(C(=O)OC)C=C1